(7R)-2-{2-[1-(cyclopropylmethyl)-1H-indol-2-yl]-1-{[1-(2,6-dimethylpyridine-4-carbonyl)azetidin-3-yl]methyl}-7-methoxy-1H-1,3-benzodiazole-5-carbonyl}-2-azabicyclo[2.2.1]heptan-7-amine C1(CC1)CN1C(=CC2=CC=CC=C12)C1=NC2=C(N1CC1CN(C1)C(=O)C1=CC(=NC(=C1)C)C)C(=CC(=C2)C(=O)N2C1CCC(C2)[C@H]1N)OC